OCC(=O)NCCC(N1CC(NC2=CC=CC=C12)=O)=O 2-hydroxy-N-(3-oxo-3-(3-oxo-3,4-dihydroquinoxalin-1(2H)-yl)propyl)acetamide